(S)-4-((1-(4-chloro-8-(4-methylpiperazin-1-yl)-1-oxo-2-phenyl-1,2-dihydroisoquinolin-3-yl)ethyl)amino)pyrido[2,3-d]pyrimidin-5(8H)-one ClC1=C(N(C(C2=C(C=CC=C12)N1CCN(CC1)C)=O)C1=CC=CC=C1)[C@H](C)NC=1C2=C(N=CN1)NC=CC2=O